succinimidyl-ethanol C1(CCC(N1C(C)O)=O)=O